FC1=C(C(=C(C(=C1C[B-](CC1=C(C(=C(C(=C1F)F)F)F)F)(CC1=C(C(=C(C(=C1F)F)F)F)F)CC1=C(C(=C(C(=C1F)F)F)F)F)F)F)F)F.FC(F)(F)[S+](C1=CC=CC=C1)C1=CC=CC=C1 Trifluoromethyldiphenylsulfonium tetrakis-(pentafluorobenzyl)-borat